di-methylallyl phosphate P(=O)(OCC=C(C)C)([O-])[O-]